(S)-(1-((4-((4-fluorobenzyl)oxy)benzyl)amino)-1-oxobut-2-yl)carbamic acid tert-butyl ester C(C)(C)(C)OC(N[C@H](C(=O)NCC1=CC=C(C=C1)OCC1=CC=C(C=C1)F)CC)=O